C[SiH]([Si](C)(C)C)N[Si]([Si](Cl)(Cl)Cl)(Cl)Cl (tetramethyldisilanyl)aminopentachlorodisilane